BrC=1C=CC(=C(C1)C1=NC(=NO1)C1=CC=C(C=C1)C=1N(C=C(N1)C(F)(F)F)C)F 5-(5-bromo-2-fluorophenyl)-3-(4-(1-methyl-4-(trifluoromethyl)-1H-imidazol-2-yl)phenyl)-1,2,4-oxadiazole